N'-undecanoyl-(3,7-dimethyl-octa-2,6-dienyl)-ethane-1,2-diamine C(CCCCCCCCCC)(=O)NCC(N)CC=C(CCC=C(C)C)C